(5-Chloro-8-quinolinoxy)acetic acid (1,3-dimethyl-but-1-yl) ester CC(CC(C)C)OC(COC=1C=CC(=C2C=CC=NC12)Cl)=O